OCCOCCOCCOCCN(C1=NC(=NC(=C1)C)NC1=CC=C(C=C1)NC(CC1=CC=CC=C1)=O)C N-(4-((4-((2-(2-(2-(2-hydroxyethoxy)ethoxy)ethoxy)ethyl)(methyl)amino)-6-methylpyrimidin-2-yl)amino)phenyl)-2-phenylacetamide